C(C)(C)(C)OC(=O)N[C@@H](COC1=CC=C(C(=O)O)C=C1)CN1N=CC=N1 (R)-4-(2-((tert-butoxycarbonyl)amino)-3-(2H-1,2,3-triazol-2-yl)propoxy)benzoic acid